thulium selenium [Se].[Tm]